azocanol N1(CCCCCCC1)O